FC=1C=C(C=CC1N1C(CCC1)=O)C=1C(=CC(=NC1)NC1=CC2=C(OC[C@H]3N2C(CC3)=O)N=C1)C (S)-2-((5-(3-fluoro-4-(2-oxopyrrolidin-1-yl)phenyl)-4-methylpyridin-2-yl)amino)-6,6a,7,8-tetrahydro-9H-pyrido[2,3-b]pyrrolo[1,2-d][1,4]oxazin-9-one